tertbutyl 3-(1-(5-(3-((5-cyano-4-(4-fluorophenyl)thiazol-2-yl)(methyl)amino)-2-ethylimidazo[1,2-a]pyridin-6-yl)pyrimidin-2-yl)azetidine-3-carboxamido)azetidine-1-carboxylate C(#N)C1=C(N=C(S1)N(C1=C(N=C2N1C=C(C=C2)C=2C=NC(=NC2)N2CC(C2)C(=O)NC2CN(C2)C(=O)OC(C)(C)C)CC)C)C2=CC=C(C=C2)F